5-((((4R)-4-((3R,7S,12S,13R)-3,12-Dihydroxy-10,13-dimethylhexadecahydro-1H-cyclopenta[a]phenanthren-17-yl)pentanoyl)oxy)methoxy)-5-oxo-2-(phosphonomethyl)pentanoic acid O[C@@H]1CCC2(C3C[C@@H]([C@@]4(C(CCC4C3CCC2C1)[C@@H](CCC(=O)OCOC(CCC(C(=O)O)CP(=O)(O)O)=O)C)C)O)C